C(C)(C)(C)[C@@H]1COC2=C(C=3N1C=C(C(C3)=O)C(=O)O)N=C(C(=C2)OCCCOC)C2CC2 (R)-7-(tert-butyl)-2-cyclopropyl-3-(3-methoxypropoxy)-11-oxo-6,7-dihydro-11H-dipyrido[1,2-d:2',3'-f][1,4]oxazepine-10-carboxylic acid